2-((1R,4R)-4-((4-((5-cyclopropyl-1H-pyrazol-3-yl)amino)pyrimidin-2-yl)(methyl)amino)cyclohexyl)acetic acid C1(CC1)C1=CC(=NN1)NC1=NC(=NC=C1)N(C1CCC(CC1)CC(=O)O)C